(Z)-3-(4-(benzylsulfanyl)pyridin-3-yl)-2-(5-bromo-1H-indol-3-yl)-acrylonitrile C(C1=CC=CC=C1)SC1=C(C=NC=C1)\C=C(/C#N)\C1=CNC2=CC=C(C=C12)Br